C(C)(C)(C)N(C(O)=O)[C@@H](C(=O)NCC1=CC(=C(C=C1)Cl)Cl)CC(C)C.C[C@H]1N(CCOC1)C=1C=C(C=2N(N1)C=NC2)C2(CC2)S(=O)(=O)C (R)-3-methyl-4-(4-(1-(methylsulfonyl)cyclopropyl)imidazo[1,5-b]pyridazin-2-yl)morpholine (R)-tert-butyl-(1-((3,4-dichlorobenzyl)amino)-4-methyl-1-oxopentan-2-yl)carbamate